FC=1C=C2C(=CC=NC2=CC1C#CC1=NN(C(=C1C(=O)N)NC)[C@@H]1CN([C@H](C1)COC)C(C=C)=O)C 3-[2-(6-fluoro-4-methylquinolin-7-yl)ethynyl]-1-[(3S,5R)-5-(methoxymethyl)-1-(prop-2-enoyl)pyrrolidin-3-yl]-5-(methylamino)pyrazole-4-carboxamide